N-[(1-benzylpiperidin-4-yl)methyl]-1-[3-chloro-5-(trifluoromethyl)pyridin-2-yl]piperidine-4-carboxamide C(C1=CC=CC=C1)N1CCC(CC1)CNC(=O)C1CCN(CC1)C1=NC=C(C=C1Cl)C(F)(F)F